tert-butyl rac-(1S,2R,3S,5R)-3-amino-2-fluoro-8-azabicyclo[3.2.1]octane-8-carboxylate N[C@@H]1[C@H]([C@@H]2CC[C@H](C1)N2C(=O)OC(C)(C)C)F |r|